6-(piperidin-4-yl)-1,5-naphthyridine N1CCC(CC1)C=1N=C2C=CC=NC2=CC1